[Cu].[Ru] Ruthenium-copper